COC1=CC=C(C=C1)N1CCN(CC1)C(=O)C1=CC2=C(S1)C1=CC=CC=C1C(=C2)S(=O)(=O)Cl 2-(4-(4-Methoxyphenyl)piperazine-1-carbonyl)naphtho[1,2-b]thiophene-5-sulfonyl chloride